CC1OB(OC1)OC(CCC)C methyl-2-(1-methylbutoxy)-1,3,2-dioxaborolan